2,2'-pyridine disulfide C1=CC=NC(=C1)SSC2=CC=CC=N2